2-(4-((tert-butoxycarbonyl)amino)phenyl)thiazole C(C)(C)(C)OC(=O)NC1=CC=C(C=C1)C=1SC=CN1